BrC=1C=2N(C=C(C1)C1CC1)C=C(N2)CC2=NN1C(C(=NC=C1)Cl)=C2 2-((8-bromo-6-cyclopropylimidazo[1,2-a]pyridin-2-yl)methyl)-4-chloropyrazolo[1,5-a]pyrazine